3-(N-ethyl-d2-aminoethyl)indole C(C([2H])[2H])NCCC1=CNC2=CC=CC=C12